N-cinnamyl-2-ethynyl-N-methylaniline C(C=CC1=CC=CC=C1)N(C1=C(C=CC=C1)C#C)C